OCC1(CCCCC1)N1C=C(C(C=C1)=O)C(=O)OCC ethyl 1-[1-(hydroxymethyl)cyclohexyl]-4-oxo-pyridine-3-carboxylate